(S)-4-((6-(2-hydroxy-6-methyl-4-(trifluoromethyl)phenyl)-2H-pyrazolo[3,4-b]pyrazin-2-yl)methyl)-1-methylpyrrolidin-2-one OC1=C(C(=CC(=C1)C(F)(F)F)C)C=1C=NC=2C(N1)=NN(C2)C[C@H]2CC(N(C2)C)=O